OOC(CC(C)C)=O O-hydroxyisovaleric acid